OC(CC1=CC=C2C(=C(C(OC2=C1)=O)CC1=C(C(=CC=C1)NS(=O)C)F)C)CO 7-(2,3-dihydroxypropyl)-3-({2-fluoro-3-[(methylsulfinyl)amino]phenyl}methyl)-4-methylchromen-2-one